C(\C=C\C=CCCCCC)=O 2E-decadienal